C(C)(C)(C)OC(=O)N1CCN(CC1)C1=NC=CC=C1[N+](=O)[O-] 1-tert-butyloxycarbonyl-4-(3-nitryl-2-pyridyl)piperazine